N-(6-(6-((1H-pyrazol-4-yl)amino)pyrimidin-4-yl)-1,2,3,4-tetrahydronaphthalen-1-yl)-2-(tert-butyl)thiazole-5-carboxamide N1N=CC(=C1)NC1=CC(=NC=N1)C=1C=C2CCCC(C2=CC1)NC(=O)C1=CN=C(S1)C(C)(C)C